[(8R,9S,10R,13S,14S,17R)-17-ethynyl-13-methyl-3-oxo-1,2,6,7,8,9,10,11,12,14,15,16-dodecahydrocyclopenta[a]phenanthren-17-yl]acetate C(#C)[C@@]1(CC[C@H]2[C@@H]3CCC4=CC(CC[C@@H]4[C@H]3CC[C@]12C)=O)CC(=O)[O-]